CC(/C=C/C(C(=O)O)NC(=O)C1=CC(=NN1C)C=1C=NC=CC1)(C)C (E)-5,5-dimethyl-2-[1-methyl-3-(3-pyridinyl)-5-pyrazolylcarbonylamino]-3-hexenoic acid